N-benzyldec-9-en-1-imine oxide C(C1=CC=CC=C1)[N+](=CCCCCCCCC=C)[O-]